NC1=C2C(=NC=N1)N(N=C2C2=CC=C(C=C2)OC2=CC=CC=C2)C2CCN(CC2)C(CN2CCC1(CN(C1)C=1C=C3C(N(C(C3=CC1)=O)C1C(NC(CC1)=O)=O)=O)CC2)=O 5-(7-(2-(4-(4-amino-3-(4-phenoxyphenyl)-1H-pyrazolo[3,4-d]pyrimidin-1-yl)piperidin-1-yl)-2-oxoethyl)-2,7-diazaspiro[3.5]nonan-2-yl)-2-(2,6-dioxopiperidin-3-yl)isoindoline-1,3-dione